CC1=C(C=C(C(=C1)[C@@H](C(F)(F)F)C)C)C=1NC2=CC=C(C=C2C(C1)=O)F (S)-2-[2,5-dimethyl-4-(2,2,2-trifluoro-1-methyl-ethyl)phenyl]-6-fluoro-1H-quinolin-4-one